C(#N)C1=CC=C(C=C1)C1=C(N=C2N1C=C(C=C2)C(=O)NC2CCNCC2)C2=CC=C(C=C2)C 3-(4-Cyanophenyl)-N-(piperidin-4-yl)-2-(p-tolyl)imidazo[1,2-a]pyridine-6-carboxamide